P1PPPP1 Pentaphosphoric acid